C1(CC1)C(C(C=1OC2=C(N1)C=C(C=C2)CN2C(NC(C2)C(F)(F)F)=O)NC(=O)C2=CC=NN2CC[C@H](C)O)C2CC2 N-(2,2-dicyclopropyl-1-(5-((2-oxo-4-(trifluoromethyl)imidazolidin-1-yl)methyl)benzo[d]oxazol-2-yl)ethyl)-1-((S)-3-hydroxybutyl)-1H-pyrazole-5-carboxamide